ClC1=NC(=NC(=N1)C=1C=CC2=C(OC3=C2C=CC=C3)C1)C1=CC=CC=C1 2-Chloro-4-dibenzofuran-3-yl-6-phenyl-1,3,5-triazin